BrC=1C=CC(=C(C1)S(=O)(=O)N1[C@H](CCC(C1)(F)F)CNC(C)=O)C (R)-N-((1-((5-Bromo-2-methylphenyl)sulfonyl)-5,5-difluoropiperidin-2-yl)methyl)acetamide